C(C)O[Si](OCC)(OCC)OCC tetra-ethyl-orthosilicate